5-((6-(cyclobutylethynyl)pyridazin-3-yl)oxy)-1H-1,2,3-triazole-4-carboxylic acid C1(CCC1)C#CC1=CC=C(N=N1)OC1=C(N=NN1)C(=O)O